BrC=1C=C2C=C(C(=C(C2=CC1)Cl)NC(=O)C=1N(N=C(C1)Cl)C1=NC=CC=C1Cl)C(N)=O N-(6-bromo-3-carbamoyl-1-chloro-2-naphthyl)-5-chloro-2-(3-chloro-2-pyridinyl)pyrazole-3-carboxamide